F[C@@H]1C[C@H](C[C@H]1OS(=O)(=O)C(F)(F)F)C(=O)[O-] |r| rac-(1S,3R,4R)-3-fluoro-4-(trifluoromethanesulfonyloxy)cyclopentane-1-carboxylate